thiolidine S1CCCC1